O=C1OC2=C(N1)C=CC=C2C(NC(=O)C2CC2)C2=CC=C(C=C2)C(C)C N-[(2-oxo-2,3-dihydro-1,3-benzoxazol-7-yl)[4-(propan-2-yl)phenyl]methyl]cyclopropanecarboxamide